ClC1=NC(=C(C(=N1)NC[C@H]1OCCC1)N)N1[C@H](CN([C@@H](C1)CC)C(C1=CC=C(C=C1)F)C1CC(C1)(F)F)C 2-chloro-6-((2S,5R)-4-((3,3-difluorocyclobutyl)(4-fluorophenyl)methyl)-5-ethyl-2-methylpiperazin-1-yl)-N4-(((S)-tetrahydrofuran-2-yl)methyl)pyrimidine-4,5-diamine